N-((S)-(2-((1R,2R)-1-Amino-2-(((R)-1,1,1-trifluoropropan-2-yl)oxy)propyl)-1H-benzo[d]imidazol-6-yl)(1-cyanocyclopropyl)methyl)-2-((S)-2,2-difluorocyclopropyl)acetamide N[C@@H]([C@@H](C)O[C@@H](C(F)(F)F)C)C1=NC2=C(N1)C=C(C=C2)[C@H](NC(C[C@@H]2C(C2)(F)F)=O)C2(CC2)C#N